(Z)-non-2-en-1-yl 8-bromooctanoate BrCCCCCCCC(=O)OC\C=C/CCCCCC